meta-Terphenyl C1(=CC=CC=C1)C1=CC(=CC=C1)C1=CC=CC=C1